4-[4-fluoro-1-[4-(trifluoromethyl)pyrimidin-2-yl]piperidine-4-carbonyl]-3,5-dihydro-2H-pyrido[3,4-f][1,4]oxazepine-9-carbonitrile FC1(CCN(CC1)C1=NC=CC(=N1)C(F)(F)F)C(=O)N1CCOC2=C(C1)C=NC=C2C#N